2-Fluoro-4-((3-(hydroxymethyl)-1-((4-(methylsulfonyl)phenyl)sulfonyl)azetidin-3-yl)methoxy)benzonitrile FC1=C(C#N)C=CC(=C1)OCC1(CN(C1)S(=O)(=O)C1=CC=C(C=C1)S(=O)(=O)C)CO